5-(4-(aminomethyl)-3,5-dimethylphenyl)-3-((1-(1-methylpiperidin-4-yl)-1H-pyrazol-4-yl)oxy)pyrazin-2-amine NCC1=C(C=C(C=C1C)C=1N=C(C(=NC1)N)OC=1C=NN(C1)C1CCN(CC1)C)C